4-(2-(difluoromethyl)-4-fluoro-6-oxo-3,6-dihydrochromeno[7,8-d]imidazol-8-yl)benzonitrile FC(C1=NC2=C(N1)C(=CC=1C(C=C(OC12)C1=CC=C(C#N)C=C1)=O)F)F